2-fluoro-5-(2,5-difluorobenzyl)benzonitrile FC1=C(C#N)C=C(C=C1)CC1=C(C=CC(=C1)F)F